7-(4-chlorobenzyl)-1-(3-hydroxypropyl)-8-(2-isopropylphenoxy)-3-methyl-1H-purine-2,6(3H,7H)-dione ClC1=CC=C(CN2C(=NC=3N(C(N(C(C23)=O)CCCO)=O)C)OC2=C(C=CC=C2)C(C)C)C=C1